2-(4-cyclopropyl-6-methoxypyrimidin-5-yl)-N-({4-[5-methyl-3-(trifluoromethyl)-1H-pyrazol-1-yl]phenyl}methyl)-5-nitropyrimidin-4-amine C1(CC1)C1=NC=NC(=C1C1=NC=C(C(=N1)NCC1=CC=C(C=C1)N1N=C(C=C1C)C(F)(F)F)[N+](=O)[O-])OC